6-chloro-3-cyclopropyl-4-(3-methyl-4-methylsulfonylphenyl)-1H-pyrazolo[4,3-c]pyridine ClC1=CC2=C(C(=N1)C1=CC(=C(C=C1)S(=O)(=O)C)C)C(=NN2)C2CC2